C(CCCC)S(=O)(=O)CC1=CC=CC=C1 Pentane-1-Sulfonylmethylbenzene